N-benzyl-7-(4-bromo-3-chloro-benzoyl)-2-(1H-indazol-6-yl)-3-oxo-6,8-dihydro-5H-imidazo[1,5-a]pyrazine-1-carboxamide C(C1=CC=CC=C1)NC(=O)C=1N(C(N2C1CN(CC2)C(C2=CC(=C(C=C2)Br)Cl)=O)=O)C2=CC=C1C=NNC1=C2